N-(3-(cyclobutylsulfonyl)phenyl)-2-(6-azaspiro[2.5]octan-6-yl)nicotinamide C1(CCC1)S(=O)(=O)C=1C=C(C=CC1)NC(C1=C(N=CC=C1)N1CCC2(CC2)CC1)=O